(3aR,5S,6R,6aR)-6-bromo-5-(4-fluoro-3-(5-fluoropyrimidin-2-yl)benzyl)-2-oxohexahydro-2H-cyclopenta[d]oxazole-5-carboxylate Br[C@@H]1[C@@](C[C@H]2NC(O[C@H]21)=O)(C(=O)[O-])CC2=CC(=C(C=C2)F)C2=NC=C(C=N2)F